C/1=C/CC\C=C/CC1 (1Z,5Z)-cycloocta-1,5-diene